OC=1C(OC(=CC1O)\C=C\C1=CC=C(C=C1)O)=O (E)-3,4-dihydroxy-6-(4-hydroxystyryl)-2H-pyran-2-one